(3-chloro-2-methoxyphenyl)propan-2-ol ClC=1C(=C(C=CC1)CC(C)O)OC